O[C@H]1[C@@H](CNC1)COC1=C(N(N=C1)C)C1=CC=2N(C=C1)N=C(C2)NC(=O)C2CC2 N-[5-[4-[[(3S,4S)-4-hydroxypyrrolidin-3-yl]methoxy]-2-methyl-pyrazol-3-yl]pyrazolo[1,5-a]pyridin-2-yl]cyclopropanecarboxamide